C(C)OCCN1N=CC(=C1)NC=1SC=C(N1)C1=CC=C(C=C1)N1C(NC[C@H]1C)=O 1-(4-{2-[1-(2-Ethoxy-ethyl)-1H-pyrazol-4-ylamino]-thiazol-4-yl}-phenyl)-5-(R)-methyl-imidazolidin-2-one